1-(3-(1,3-dithiolan-2-yl)-5-fluoro-4-(4-methoxyphenyloxy)phenyl)-3-(4-fluorophenyl)urea S1C(SCC1)C=1C=C(C=C(C1OC1=CC=C(C=C1)OC)F)NC(=O)NC1=CC=C(C=C1)F